N-(2,6-bis(benzyloxy)pyridin-3-yl)-1,1-diphenylmethanimine C(C1=CC=CC=C1)OC1=NC(=CC=C1N=C(C1=CC=CC=C1)C1=CC=CC=C1)OCC1=CC=CC=C1